FC1=C(C=C(C=C1)CC1=NNC(C2=CC=CC=C12)=O)C1=CC2=C(NC(=N2)NC(=O)NCCN2CCN(CC2)C)C=C1 1-(5-(2-fluoro-5-((4-oxo-3,4-dihydrophthalazin-1-yl)methyl)phenyl)-1H-benzimidazol-2-yl)-3-(2-(4-methylpiperazin-1-yl)ethyl)urea